C(C)(=O)N(C1=CC=C(N\C(=C\2/C(NC3=CC(=CC=C23)C(=O)OC)=O)\C2=CC=CC=C2)C=C1)CCCN(C)C Methyl (3Z)-3-[[4-[acetyl-[3-(dimethylamino)propyl]amino]anilino]-phenylmethylidene]-2-oxo-1H-indole-6-carboxylate